3-(4-hydroxy-2,6-dimethylphenyl)-N-methylpropionamide OC1=CC(=C(C(=C1)C)CCC(=O)NC)C